6-((((S,E)-cycloocta-2-en-1-yl)oxy)carbonyl)-L-lysine [C@H]1(\C=C\CCCCC1)OC(=O)C(CCC[C@H](N)C(=O)O)N